C1(CC1)C1=NOC(=N1)C1=CC=C(C=C1)[C@H](C)NC1=NC(=NC(=C1F)C)C N-[(1S)-1-[4-(3-cyclopropyl-1,2,4-oxadiazol-5-yl)phenyl]ethyl]-5-fluoro-2,6-dimethyl-pyrimidin-4-amine